NC1CCC(CC1)NCC(C1=CC=CC=C1)C=1C=CC(=C(C1)C=1C(=CC=C(C1F)OCCOC)C(=O)NC)Cl 5'-(2-(((1r,4r)-4-aminocyclohexyl)amino)-1-phenylethyl)-2'-chloro-6-fluoro-5-(2-methoxyethoxy)-N-methyl-[1,1'-biphenyl]-2-carboxamide